2-amino-3-(1,2-oxazol-4-yl)propionic acid ethyl ester hydrochloride Cl.C(C)OC(C(CC=1C=NOC1)N)=O